di(o-methylphenyl)naphthyl-phosphine oxide CC1=C(C=CC=C1)P(C1=CC=CC2=CC=CC=C12)(C1=C(C=CC=C1)C)=O